tert-butyl (((2-(5-hydroxy-1H-indol-3-yl)ethyl)dimethylammonio)methyl) phosphate P(=O)(OC(C)(C)C)(OC[N+](C)(C)CCC1=CNC2=CC=C(C=C12)O)[O-]